[2-(2,6-dioxopiperidin-3-yl)-3-oxo-4-(propan-2-yloxy)-2,3-dihydro-1H-isoindol-5-yl]methyl N-[4-(3-chlorophenoxy)phenyl]carbamate ClC=1C=C(OC2=CC=C(C=C2)NC(OCC=2C(=C3C(N(CC3=CC2)C2C(NC(CC2)=O)=O)=O)OC(C)C)=O)C=CC1